CC1(CC(N(CC1)NCC1=NC=C(C=C1)C(F)(F)F)=O)C 4,4-dimethyl-1-[[5-(trifluoromethyl)-2-pyridyl]methylamino]piperidin-2-one